C(C1=CC=CC=C1)C=1NC(=NN1)C(=O)[O-] 5-benzyl-4H-1,2,4-triazole-3-carboxylate